FC1=C(C=CC=C1C)NC=1C2=C(N=CN1)C=CC(=N2)N2[C@@H]1CN([C@H](C2)C1)C(C=C)=O 1-((1S,4S)-5-(4-((2-fluoro-3-methylphenyl)amino)pyrido[3,2-d]pyrimidin-6-yl)-2,5-diazabicyclo[2.2.1]heptan-2-yl)prop-2-en-1-one